(R)-1,4,5-trimethyl-6-vinyl-oxy-cyclohexene CC1=CC[C@H](C(C1OC=C)C)C